COC(=O)C1(CCOCC1)C1=NC(=NC=C1)S(=O)(=O)C 4-(2-(methylsulfonyl)pyrimidin-4-yl)tetrahydro-2H-pyran-4-carboxylic acid methyl ester